1-(6-(trifluoromethyl)pyrazin-2-yl)-1H-pyrrole-2,5-dione FC(C1=CN=CC(=N1)N1C(C=CC1=O)=O)(F)F